BrC=1C=C(SC1)C(C)N (4-bromothiophen-2-yl)ethan-1-amine